5-(3-(trifluoromethyl)phenyl)-N-(3-(2-hydroxypropyl)-1,2,4-thiadiazol-5-yl)thiophene-3-carboxamide FC(C=1C=C(C=CC1)C1=CC(=CS1)C(=O)NC1=NC(=NS1)CC(C)O)(F)F